1,N1-didodecyl-hexane-1,6-diamine C(CCCCCCCCCCC)C(CCCCCN)NCCCCCCCCCCCC